ClC1=CC=C(C=N1)CCC(=O)O 3-(6-chloropyridin-3-yl)propionic acid